ClC1=C(C(=C(C(=C1F)C(C)C)NC(=O)NS(=O)(=O)C1=CC=2CN3CCC(C2O1)CC3)C(C)C)F N-((4-chloro-3,5-difluoro-2,6-diisopropylphenyl)carbamoyl)-4,6,7,8-tetrahydro-5,8-ethanofuro[3,2-c]azepine-2-sulfonamide